3-(4-((2-(4-fluoro-2-methylphenoxy)benzyl)oxy)phenyl)propionic acid FC1=CC(=C(OC2=C(COC3=CC=C(C=C3)CCC(=O)O)C=CC=C2)C=C1)C